FC1=C(C=CC=C1C)NC(OC(C)(C)C)=O tert-butyl (2-fluoro-3-methylphenyl)carbamate